1-N'-(4-fluorophenyl)-1-N-[4-(6,7,8,9-tetrahydro-pyrimido[5,4-b]quinolin-4-yloxy)phenyl]cyclopropane-1,1-dicarboxamide FC1=CC=C(C=C1)NC(=O)C1(CC1)C(=O)NC1=CC=C(C=C1)OC1=NC=NC=2C1=NC=1CCCCC1C2